CC1=C(C2=CC=CC=C2C=C1)C(=O)O.CNC1=C(C(=O)OC)C=CC=C1 methyl N-methylaminobenzoate (Methyl naphthalenecarboxylate)